C(C)OC(=O)C1=CC2=C(N=C(N=C2Cl)C(F)(F)F)S1 4-chloro-2-(trifluoromethyl)thieno[2,3-d]pyrimidine-6-carboxylic acid ethyl ester